C(C)(C)N1N=CC(=C1)C=1C=C(C=CC1)N(C(=O)[C@@H]1CC[C@H](CC1)NC(CC1CCOCC1)=O)C[C@@H]1CC[C@H](CC1)C1=CC(=C(C=C1)OC)C trans-N-(3-(1-Isopropyl-1H-pyrazol-4-yl)phenyl)-N-((trans-4-(4-methoxy-3-methylphenyl)cyclohexyl)methyl)-4-(2-(tetrahydro-2H-pyran-4-yl)acetamido)cyclohexanecarboxamide